4-(9-ethyl-2-hydrazineyl-9H-purin-6-yl)morpholine C(C)N1C2=NC(=NC(=C2N=C1)N1CCOCC1)NN